5-(3-furoyl)amino-3-(1-(2-pentyl)-1,2,3,6-tetrahydropyridin-4-yl)-1H-indole naphthalene-2-sulfonate C1=C(C=CC2=CC=CC=C12)S(=O)(=O)O.O1C=C(C=C1)C(=O)NC=1C=C2C(=CNC2=CC1)C=1CCN(CC1)C(C)CCC